N-{[4-(2-methyl-1,3-thiazole-4-sulfonyl)phenyl]methyl}-1H-pyrazolo[3,4-b]pyridine-5-carboxamide CC=1SC=C(N1)S(=O)(=O)C1=CC=C(C=C1)CNC(=O)C=1C=C2C(=NC1)NN=C2